4-Amino-1-(1-aminoisoquinolin-5-yl)-7-bromo-2-oxo-1,2-dihydroquinoline-3-carboxylic acid methyl ester COC(=O)C=1C(N(C2=CC(=CC=C2C1N)Br)C1=C2C=CN=C(C2=CC=C1)N)=O